4-(4-fluoro-7-hydroxybenzofuran-2-yl)benzene-1,2-diol FC1=CC=C(C2=C1C=C(O2)C=2C=C(C(=CC2)O)O)O